C(C1=CC=CC=C1)OC(=O)N1C(CCCC1)CSC1=CC(=NN1C)N (((3-amino-1-methyl-1H-pyrazol-5-yl)thio)methyl)piperidine-1-carboxylic acid benzyl ester